OCC1(CC1)N1C=C2C=NN=C(C2=CC1=O)C 6-(1-(hydroxymethyl)cyclopropyl)-1-methylpyrido[3,4-d]pyridazin-7(6H)-one